2-bromo-6-((2-methoxyethoxy)methyl)pyridine BrC1=NC(=CC=C1)COCCOC